(1-(3-methoxynaphthalen-1-yl)cyclopropyl)-2-methyl-5-((1-methylazetidin-2-yl)methoxy)benzamide COC=1C=C(C2=CC=CC=C2C1)C1(CC1)C=1C(=C(C(=O)N)C=C(C1)OCC1N(CC1)C)C